3-(1'-((1-methyl-1H-pyrazol-4-yl)methyl)-6-oxo-6,8-dihydro-2H,7H-spiro[furo[2,3-e]isoindole-3,4'-piperidin]-7-yl)piperidine-2,6-dione CN1N=CC(=C1)CN1CCC2(CC1)COC1=C3CN(C(C3=CC=C12)=O)C1C(NC(CC1)=O)=O